(+/-)-cis-5,6a,7,8,9,9a-Hexahydro-5-methyl-2-trifluoromethyl-3-(phenylmethyl)-cyclopent[4,5]imidazo[2,1-b]purin-4(3H)-one CN1C=2N(C=3N=C(N(C3C1=O)CC1=CC=CC=C1)C(F)(F)F)[C@@H]1[C@H](N2)CCC1 |r|